(3-(3-(tert-butoxycarbonyl)-2-oxo-2,3-dihydro-1H-benzo[d]imidazol-1-yl)propyl)triphenylphosphonium iodide [I-].C(C)(C)(C)OC(=O)N1C(N(C2=C1C=CC=C2)CCC[P+](C2=CC=CC=C2)(C2=CC=CC=C2)C2=CC=CC=C2)=O